C(C)OC(C(C(NNC(=O)C=1C(=NC=CC1)NC1=CC=C(C=C1)C(F)(F)F)=O)(C)CC#N)=O 2-(cyanomethyl)-2-methyl-3-oxo-3-[2-[2-[4-(trifluoromethyl)anilino]pyridine-3-carbonyl]hydrazino]propanoic acid ethyl ester